C(#N)C=1C=C(SC1F)C=NS(=O)C(C)(C)C N-((4-cyano-5-fluorothiophen-2-yl)methylene)-2-methylpropan-2-sulfinamide